5-BUTYLDIHYDROFURAN-2(3H)-ONE C(CCC)C1CCC(O1)=O